(S)-2-(1-cyclopropylethyl)-7-((3-methoxyazetidin-1-yl)sulfonyl)-5-(4-methyl-2-((6-(2-oxopyrrolidin-1-yl)pyridin-2-yl)amino)thiazol-5-yl)isoindolin-1-one C1(CC1)[C@H](C)N1C(C2=C(C=C(C=C2C1)C1=C(N=C(S1)NC1=NC(=CC=C1)N1C(CCC1)=O)C)S(=O)(=O)N1CC(C1)OC)=O